N-(2,5-dimethyl-4,5-dihydro-2H-[1,2,3]triazolo[4,5-c][1,7]naphthyridin-6-yl-4,4-d2)cyclopropanecarboxamide CN1N=C2C(C(N(C=3C(=NC=CC23)NC(=O)C2CC2)C)([2H])[2H])=N1